3-(glycidoxy)propyltrimethoxysilane C(C1CO1)OCCC[Si](OC)(OC)OC